FC1(CC2(C1)CC(N(CC2)CC2=C1C=CN(C1=C(C=C2OC)C)C(=O)OC(C)(C)C)C2=C(C=C(C=C2)C(=O)OC)N2CCCC2)F tert-Butyl 4-({2,2-difluoro-6-[4-(methoxycarbonyl)-2-(pyrrolidin-1-yl)phenyl]-7-azaspiro[3.5]nonan-7-yl}methyl)-5-methoxy-7-methylindole-1-carboxylate